5-Fluoro-7-(((cis)-2-fluorocyclopentyl)amino)-2-((((trans)-4-hydroxycyclohexyl)thio)methyl)quinazolin-4(3H)-one FC1=C2C(NC(=NC2=CC(=C1)N[C@H]1[C@H](CCC1)F)CS[C@@H]1CC[C@H](CC1)O)=O